C(C)(C)(C)OC(=O)N1CC2(CC2)C(C1CC=1C(=C(C=CC1)C1=CC(=CC(=C1)F)F)F)NS(=O)(=O)C.ClC1=NC=C(C=C1)COC(F)F 2-Chloro-5-((difluoromethoxy)methyl)pyridine tert-butyl-7-(methylsulfonamido)-6-((2,3',5'-trifluoro-[1,1'-biphenyl]-3-yl)methyl)-5-azaspiro[2.4]heptane-5-carboxylate